1-([1,1'-biphenyl]-4-yl)-3-(phenylsulfonyl)propan-1-one tert-butyl-3-(bromomethyl)-4'-(trifluoromethyl)-[1,1'-biphenyl]-2-carboxylate C(C)(C)(C)OC(=O)C=1C(=CC=CC1CBr)C1=CC=C(C=C1)C(F)(F)F.C1(=CC=C(C=C1)C(CCS(=O)(=O)C1=CC=CC=C1)=O)C1=CC=CC=C1